ClC=1C=CC2=C(N=C(O2)N2CCC3(CC2)CCC(CC3)NC(=O)C=3OC(=CC3)S(=O)(=O)CC3CC3)C1 N-[3-(5-chloro-1,3-benzoxazol-2-yl)-3-azaspiro[5.5]undecan-9-yl]-5-(cyclopropylmethylsulfonyl)furan-2-carboxamide